4-[2-[2-[2-[2-[2-[2-[[5-[4-[1-[(2-methyl-propan-2-yl)oxycarbonyl]pyrrolo[2,3-c]pyridin-2-yl]phenyl]pyridin-2-yl]amino]ethoxy]ethoxy]-ethoxy]ethoxy]ethoxy]ethoxy]phthalic acid CC(C)(C)OC(=O)N1C(=CC=2C1=CN=CC2)C2=CC=C(C=C2)C=2C=CC(=NC2)NCCOCCOCCOCCOCCOCCOC=2C=C(C(C(=O)O)=CC2)C(=O)O